Tert-butyl (3S)-3-[[4-[6-(methylsulfamoyl)-1H-indol-3-yl]-5-(trifluoromethyl)pyrimidin-2-yl]amino]piperidine-1-carboxylate CNS(=O)(=O)C1=CC=C2C(=CNC2=C1)C1=NC(=NC=C1C(F)(F)F)N[C@@H]1CN(CCC1)C(=O)OC(C)(C)C